IC=1C(=NC=CC1)N iodopyridin-2-amine